[Br-].CC=1N=C(SC1C)[N+]=1N(N=NC1C1=CC=CC=C1)C1=CC=CC=C1 4,5-dimethylthiazol-2-yl-2,5-diphenyltetrazolium bromide